C(C)N(C(OC(C)(C)C)=O)CC1OCCC2=C(C=CC=C12)C1=CC=NC=C1 tert-Butyl ethyl((5-(pyridin-4-yl)isochroman-1-yl)methyl)carbamate